2-Ethyl-N-[4-[(E)-3-(4-hydroxyphenyl)prop-2-enoyl]phenyl]benzenesulfonamide C(C)C1=C(C=CC=C1)S(=O)(=O)NC1=CC=C(C=C1)C(\C=C\C1=CC=C(C=C1)O)=O